m-tribromomethyl-benzene BrC(C=1C=CC=CC1)(Br)Br